NC1=NC=CC=C1C1=NC=2C(=NC(=CC2)C2=NC=C(N=C2)C)N1C1=CC=C(CN2CCC(CC2)NC2=NC(=NC=C2)C#N)C=C1 4-((1-(4-(2-(2-Aminopyridin-3-yl)-5-(5-methylpyrazin-2-yl)-3H-imidazo[4,5-b]pyridin-3-yl)benzyl)piperidin-4-yl)amino)pyrimidine-2-carbonitrile